C(C)N1C=CC=2C1=NC(NC2)=O 7-ethyl-2H,3H,7H-pyrrolo[2,3-d]pyrimidin-2-one